FC1([C@@H](NCCN(C1)C)C=1C=2N(C=CC1)C(=C(N2)C#CCNC2=C(C=C(C=C2)S(=O)(=O)C)OC)CC(F)(F)F)F (S)-N-(3-(8-(6,6-difluoro-1-methyl-1,4-diazepan-5-yl)-3-(2,2,2-trifluoroethyl)imidazo[1,2-a]pyridin-2-yl)prop-2-yn-1-yl)-2-methoxy-4-(methylsulfonyl)aniline